diselenane C1CC[Se][Se]C1